C(C)(C)(C)OC(=O)N1CCC(CC1)C1=CC=C(C=C1)C#C[Si](C)(C)C.C(#C)C1=CC=C(C=C1)C1CCN(CC1)C(=O)OC(C)(C)C tert-butyl 4-(4-ethynylphenyl)piperidine-1-carboxylate Tert-butyl-4-(4-((trimethylsilyl)ethynyl)phenyl)piperidine-1-carboxylate